C(C)(C)(C)OC(=O)N1[C@@](CC1)(C(=O)O)C (S)-1-(tert-Butoxycarbonyl)-2-methylazetidine-2-carboxylic acid